BrC=1C=C(C(=C2CNC(C12)=O)NS(=O)(=O)C1=CC(=CC=C1)C#CC1=NOC=C1)F N-(7-bromo-5-fluoro-1-oxoisoindolin-4-yl)-3-(isoxazol-3-ylethynyl)benzenesulfonamide